C(CCSSCCCS(=O)(=O)O)S(=O)(=O)O 3,3'-dithiobis(1-propane-sulfonic acid)